C=1N=CN2C1C1=CC=CC=C1[C@H]2[C@@H]2C(CC2)O (7R,2R)-2-((R)-5H-imidazo[5,1-a]isoindol-5-yl)cyclobutan-1-ol